4-((benzyloxy)carbonyl-2-(cyanomethyl)piperazin-1-yl)-2-chloro-5,8-dihydropyrido[3,4-d]pyrimidine-7(6H)-carboxylate C(C1=CC=CC=C1)OC(=O)C1(N(CCNC1)C=1C2=C(N=C(N1)Cl)CN(CC2)C(=O)[O-])CC#N